N-tert-butyl-N'-tetradecylamino-propionamidine C(C)(C)(C)NC(CC)=NNCCCCCCCCCCCCCC